COC([C@]([C@](C1=CC=C(C=C1)C)(NC1=CC=CC=C1)C)(O)C=1C=NC(=CC1)Cl)=O methyl-(2s,3s)-2-(6-chloropyridin-3-yl)-2-hydroxy-3-(phenylamino)-3-(p-tolyl)propionic acid methyl ester